CCC=C(F)F 1,1-difluorobutene